NC1=C(SC=C1C)N(C(C)=O)C(C)C N-(3-amino-4-methylthiophene-2-yl)-N-isopropylacetamide